C1(CC1)NC(O[C@@H]1CC[C@H](CC1)C(N(C1=NC=CC(=C1)C=1C=NN(C1)C(C)C)C[C@@H]1CC[C@H](CC1)C1=CC(=C(C=C1)OC)C#N)=O)=O trans-4-(((trans-4-(3-Cyano-4-methoxyphenyl)cyclohexyl)methyl)(4-(1-isopropyl-1H-pyrazol-4-yl)pyridin-2-yl)carbamoyl)cyclohexyl cyclopropylcarbamate